acetic acid 4-(6-acetoxy-2-ethylbenzofuran-3-carbonyl-4,5,7-d3)-2,6-dibromophenyl ester C(C)(=O)OC1=C(C2=C(C(=C(O2)CC)C(=O)C2=CC(=C(C(=C2)Br)OC(C)=O)Br)C(=C1[2H])[2H])[2H]